CCC(CCCCCCC(CCCCCC)O)O hexadecane-3,10-diol